(S)-3-((2-(1-amino-1,3-dihydrospiro[indene-2,4'-piperidin]-1'-yl)-1H-imidazo[4,5-b]pyrazin-5-yl)thio)pyridin-2(1H)-one N[C@@H]1C2=CC=CC=C2CC12CCN(CC2)C2=NC=1C(=NC=C(N1)SC=1C(NC=CC1)=O)N2